distearoyl-carbon C(CCCCCCCCCCCCCCCCC)(=O)[C]C(CCCCCCCCCCCCCCCCC)=O